C(C)(C)(C)OC(=O)N[C@@H](CC1=CNC2=CC(=CC=C12)[N+](=O)[O-])C(=O)O N-(tert-Butoxycarbonyl)-6-nitro-L-tryptophan